6-{[1-(4-Chlorophenyl)-7-fluoro-5-[1-hydroxy-1-(1-methyl-1H-pyrazol-4-yl)ethyl]-3-oxo-1-[cis-3-hydroxycyclobutoxy]-2,3-dihydro-1H-isoindol-2-yl]methyl}pyridin-3-carbonitril ClC1=CC=C(C=C1)C1(N(C(C2=CC(=CC(=C12)F)C(C)(C=1C=NN(C1)C)O)=O)CC1=CC=C(C=N1)C#N)O[C@@H]1C[C@@H](C1)O